4-bromo-2-ethyl-4'-(4-pentyl-cyclohexyl)-biphenyl BrC1=CC(=C(C=C1)C1=CC=C(C=C1)C1CCC(CC1)CCCCC)CC